Methyl 4-(4-methoxyphenyl)butanoate COC1=CC=C(C=C1)CCCC(=O)OC